N-(4,4-dimethylpiperidin-1-yl)-4,6-difluoro-1H-indole-2-carboxamide CC1(CCN(CC1)NC(=O)C=1NC2=CC(=CC(=C2C1)F)F)C